(1S,2S)-2-(3-chlorophenyl)-N-(6-((R)-2-(6-cyclopropylimidazo[1,2-a]pyridin-2-yl)pyrrolidin-1-yl)pyrimidin-4-yl)cyclopropane-1-carboxamide ClC=1C=C(C=CC1)[C@@H]1[C@H](C1)C(=O)NC1=NC=NC(=C1)N1[C@H](CCC1)C=1N=C2N(C=C(C=C2)C2CC2)C1